5-(isopropyl)-1,3-oxazole-4-carboxylic acid C(C)(C)C1=C(N=CO1)C(=O)O